2-(2-(2-hydroxypropan-2-yl)-1H-imidazol-1-yl)benzonitrile OC(C)(C)C=1N(C=CN1)C1=C(C#N)C=CC=C1